COC=1C=C(CN(C([C@@H](N)CC2=CC(=C(C=C2)O)N=[N+]=[N-])=O)C(CCCCCCC)=O)C=CC1OC 3-Azidotyrosine (3,4-dimethoxybenzyl)octanoyl amide